C(C)(C)(C)OC(N(C=1C=NC=C(C1C)C=1C=C2C=C(N=CC2=C(C1F)Cl)NC(=O)C1C(C1C=1C=NN(C1)C)CC)C(=O)OC(C)(C)C)=O trans-N-tert-butoxycarbonyl-N-[5-[8-chloro-3-[[2-ethyl-3-(1-methylpyrazol-4-yl)cyclopropanecarbonyl]amino]-7-fluoro-6-isoquinolinyl]-4-methyl-3-pyridinyl]carbamic acid tert-butyl ester